C(CCCCCCC)N1C(CCC1)=O 1-N-octylpyrrolidin-2-one